(S)-2-(4-cyclopropyl-6-methoxypyrimidin-5-yl)-N-(3-fluoro-4-(3-methoxypyridin-2-yl)phenyl)-4,5,6,7-tetrahydropyrazolo[1,5-a]pyridin-4-amine C1(CC1)C1=NC=NC(=C1C1=NN2C([C@H](CCC2)NC2=CC(=C(C=C2)C2=NC=CC=C2OC)F)=C1)OC